C(CCCC)(=O)NC(C(=O)O)CCCC Pentamidocaproic acid